[13C]([O-])(O)=O [13C]bicarbonate